1-(2-phenoxyphenyl)cyclopropanamine O(C1=CC=CC=C1)C1=C(C=CC=C1)C1(CC1)N